N-[[1-[(1S)-1-[(2S,4R)-4-hydroxy-2-(methylcarbamoyl)pyrrolidine-1-carbonyl]-2,2-dimethyl-propyl]triazol-4-yl]methyl]-2-methyl-pyrazole-3-carboxamide O[C@@H]1C[C@H](N(C1)C(=O)[C@H](C(C)(C)C)N1N=NC(=C1)CNC(=O)C=1N(N=CC1)C)C(NC)=O